(R)-4-Nitrophenyl (tetrahydrofuran-2-yl)methyl carbonate C(OC1=CC=C(C=C1)[N+](=O)[O-])(OC[C@@H]1OCCC1)=O